2-(2-hydroxy-4-propoxy-5-methylphenyl)-4,6-bis(2,4-di-tert-butylphenyl)-1,3,5-triazine OC1=C(C=C(C(=C1)OCCC)C)C1=NC(=NC(=N1)C1=C(C=C(C=C1)C(C)(C)C)C(C)(C)C)C1=C(C=C(C=C1)C(C)(C)C)C(C)(C)C